borepine B1C=CC=CC=C1